{4-[6-fluoro-2-(2-morpholinyl)-3H-1,3,4-triazainden-7-yl]-1-piperidyl}(p-trifluoromethoxyphenyl)methanone FC1=CN=C2NC(=NC2=C1C1CCN(CC1)C(=O)C1=CC=C(C=C1)OC(F)(F)F)C1CNCCO1